OC1=C(C(=O)C2=CC(=C(C(=C2)O)O)O)C(=CC(=C1)O)O 2,3',4,4',5',6-hexahydroxybenzophenone